C(C)/C(=C(/CCCCCCCC(=O)N)\CC)/CCCCCCCC Diethyl-oleamide